N(=[N+]=[N-])C=1C=C(C=CC1)C[C@H](C(=O)O)[C@@H]1CN(CC1)C(=O)OC(C)(C)C (2S)-3-(3-azidophenyl)-2-[(3R)-1-tert-Butoxycarbonylpyrrolidin-3-yl]propionic acid